4-n-octyloxycinnamic acid chloride C(CCCCCCC)OC1=CC=C(C=CC(=O)Cl)C=C1